water Indium Tin [Sn].[In].O